N-[3-(triethoxysilyl)propyl]-1-butanamine C(C)O[Si](CCCNCCCC)(OCC)OCC